O=C1CC2(C1)CN(C2)C2=NC=CC(=N2)COC2=CC=C(C=C2)C(C)(C)C2=CC=C(C(=O)O)C=C2 4-(2-(4-((2-(2-oxo-6-azaspiro[3.3]heptane-6-yl)pyrimidin-4-yl)methoxy)phenyl)propane-2-yl)benzoic acid